1-(5-formylpyrimidin-2-yl)-3,6-dihydro-2H-pyridin C(=O)C=1C=NC(=NC1)N1CCC=CC1